COC(CNC(=O)N)C[203Hg]Cl The molecule is chlormerodrin containing the radioactive isotope (203)Hg. It was formerly used as a diagnostic aid in determination of renal function. It has a role as a radioactive imaging agent. It is a chlormerodrin and an isotopically modified compound.